C(=O)(O)CC=1C(=C(C(=O)NC2=NC=C(C=C2C(=O)O)C(=O)O)C=C(C1)O)O 2-(3-(carboxymethyl)-2,5-dihydroxybenzoylamino)pyridine-3,5-dicarboxylic acid